O=C1C=2C=C(C=CC2C2=C1N=C(N=C2)C(F)(F)F)NC(C(=C)C)=O N-(9-oxo-2-(trifluoromethyl)-9H-indeno[2,1-d]pyrimidin-7-yl)methacrylamide